N-Hydroxy-3-(2-(4-trifluoromethylphenyl)quinolin-4-yl)propanamide ONC(CCC1=CC(=NC2=CC=CC=C12)C1=CC=C(C=C1)C(F)(F)F)=O